C1(CC1)CN(CCO)CCOC1=CC=C(C=C1)OC=1SC2=NC=CC=C2N1 2-[(Cyclopropylmethyl){2-[4-([1,3]thiazolo[5,4-b]pyridin-2-yloxy)phenoxy]ethyl}amino]ethanol